4,4'-dichloro-8'-fluoro-8'-methyl-2'-(methylthio)-2,3,5',8'-tetrahydro-6'H-spiro[indene-1,7'-quinazoline] ClC1=C2CCC3(CCC=4C(=NC(=NC4C3(C)F)SC)Cl)C2=CC=C1